N-tert-butyl-6-methoxy-4-methyl-1,5-naphthyridin-2-amine C(C)(C)(C)NC1=NC2=CC=C(N=C2C(=C1)C)OC